ClC1=C(COC=2C=C3CCC(C3=CC2)N2C(CC(CC2)C(=O)O)(C)C)C(=CC=C1)Cl 1-(5-((2,6-dichlorobenzyl)oxy)-2,3-dihydro-1H-inden-1-yl)-2,2-dimethylpiperidine-4-carboxylic acid